N-{1-[2-(difluoromethoxy)ethyl]cyclobutyl}-5-(1H-indole-2-carbonyl)-4H,5H,6H,7H-pyrazolo[1,5-a]pyrazine-3-carboxamide FC(OCCC1(CCC1)NC(=O)C=1C=NN2C1CN(CC2)C(=O)C=2NC1=CC=CC=C1C2)F